ClC1=C(C(=CC=C1)C#N)B(O)O (2-chloro-6-cyanophenyl)boronic acid